(1S,3R)-1-[5-[(3R)-1-ethylpyrrolidin-3-yl]oxy-2-thienyl]-2-(2-fluoro-2-methyl-propyl)-3-methyl-1,3,4,9-tetrahydropyrido[3,4-b]indole C(C)N1C[C@@H](CC1)OC1=CC=C(S1)[C@H]1N([C@@H](CC2=C1NC1=CC=CC=C21)C)CC(C)(C)F